azodiisobutyric Acid N(=NC(C(=O)O)(C)C)C(C(=O)O)(C)C